5-(1-cyano-1-methylethyl)-3-ethylsulfanyl-N-[3-(methylamino)-6-(trifluoromethyl)pyridazin-4-yl]pyridine-2-carboxamide C(#N)C(C)(C)C=1C=C(C(=NC1)C(=O)NC1=C(N=NC(=C1)C(F)(F)F)NC)SCC